[Cl-].CC#CCC methyl-butyne chloride